(2-formyl pyridine-3-yloxy) acetate C(C)(=O)OOC=1C(=NC=CC1)C=O